C1(=CC=CC=C1)NC1=CC(=C(C=C1)C1=CC=CC=C1)NC(CCN1N=CN=C1)=O N-(4-(phenylamino)-[1,1'-biphenyl]-2-yl)-3-(1H-1,2,4-triazol-1-yl)propanamide